N1,N1-diethyl-N4-(2-(4-methylpiperidin-1-yl)phenyl)benzene-1,4-disulfonamide C(C)N(S(=O)(=O)C1=CC=C(C=C1)S(=O)(=O)NC1=C(C=CC=C1)N1CCC(CC1)C)CC